4-(2-(Benzoylamino(carboxy)methyl)-5-fluorophenyl)butanoic acid C(C1=CC=CC=C1)(=O)NC(C1=C(C=C(C=C1)F)CCCC(=O)O)C(=O)O